NC(CCCC)O amino-1-pentanol